C(#N)C=1C(=NC(=C(C1CC)C#N)N1CCC(CC1)NC)SC(C(=O)N)C1=CC=CC=C1 2-((3,5-dicyano-4-ethyl-6-(4-(methylamino)piperidin-1-yl)pyridin-2-yl)sulfanyl)-2-phenylacetamide